7-(((S)-tetrahydrofurane-3-yl)oxy)phthalazin-1-amine O1C[C@H](CC1)OC1=CC=C2C=NN=C(C2=C1)N